methyl 2-(bis(3-chloro-4-fluorophenyl)methyl)-5-methyl-1-((2-(trimethylsilyl)ethoxy)methyl)-1H-imidazole-4-carboxylate ClC=1C=C(C=CC1F)C(C=1N(C(=C(N1)C(=O)OC)C)COCC[Si](C)(C)C)C1=CC(=C(C=C1)F)Cl